CSCC1=C(C=CC(=C1)[N+](=O)[O-])C1(CC1)CNC(OC(C)(C)C)=O tert-butyl ((1-(2-((methylthio)methyl)-4-nitrophenyl)cyclopropyl)methyl)carbamate